propyl-(8e,11z,14z)-octadeca-8,11,14-trienoic acid C(CC)C(C(=O)O)CCCCC\C=C\C\C=C/C\C=C/CCC